CN[C@@H](C)C(=O)O (S)-N-methylalanine